N(CC(=O)[O-])(CC(=O)[O-])CC(=O)[O-].[Fe+2].[Zn+2] zinc-iron nitrilotriacetate